2-dicyclohexylphosphino-2',4',6'-tripropylbiphenyl C1(CCCCC1)P(C1=C(C=CC=C1)C1=C(C=C(C=C1CCC)CCC)CCC)C1CCCCC1